5-[1-(5-amino-2-pyridyl)-3-(trifluoromethyl)pyrazol-4-yl]-N-[3-chloro-4-[(2S,6R)-2,6-dimethylpiperazine-1-carbonyl]phenyl]-1-methylimidazole-2-carboxamide NC=1C=CC(=NC1)N1N=C(C(=C1)C1=CN=C(N1C)C(=O)NC1=CC(=C(C=C1)C(=O)N1[C@H](CNC[C@H]1C)C)Cl)C(F)(F)F